1,3-DIHYDRO-1-OXO-5-ISOBENZOFURANCARBOXALDEHYDE O=C1OCC2=CC(=CC=C12)C=O